N-benzylphenoxazine C(C1=CC=CC=C1)N1C2=CC=CC=C2OC=2C=CC=CC12